N-(6-chloro-3-methyl-2,4-dioxo-1-(3-(3-oxo-3,4-dihydro-2H-benzo[b][1,4]oxazin-7-yl)prop-2-yn-1-yl)-1,2,3,4-tetrahydropyrimidin-5-yl)-3-(p-tolyl)propanamide ClC1=C(C(N(C(N1CC#CC=1C=CC2=C(OCC(N2)=O)C1)=O)C)=O)NC(CCC1=CC=C(C=C1)C)=O